dimethallyl phthalate C(C=1C(C(=O)OCC(C)=C)=CC=CC1)(=O)OCC(C)=C